2-Methyl-propane-2-sulfonic acid {3-[6-amino-8-(6-iodo-indan-5-ylsulfanyl)-purin-9-yl]-propyl}-amide NC1=C2N=C(N(C2=NC=N1)CCCNS(=O)(=O)C(C)(C)C)SC=1C=C2CCCC2=CC1I